9-chloro-6,7-diethoxy-1H,2H,3H-cyclopenta[b]quinoline ClC1=C2C(=NC=3C=C(C(=CC13)OCC)OCC)CCC2